Ethyl (1aR,5aR)-1a,2,5,5a-tetrahydro-1H-2,3-diaza-cyclopropa[a]pentalene-4-carboxylate C1[C@@H]2[C@H]1CC=1C(=NNC21)C(=O)OCC